C1(=CC=CC=C1)[C@@H](CN)N (1S)-1-phenyl-1,2-ethylenediamine